CC1=CC=C(\C=C/2\C(N(C(C2)=O)CCCCCCC(=O)NO)=O)C=C1 (E)-7-(3-(4-methylbenzylidene)-2,5-dioxopyrrolidinyl)-N-hydroxyheptanamide